C1(CC1)C(=O)N1CCC(CC1)N1N=CC(=C1)NC1=NC=C(C(=N1)C1=CC(=C(OCC2(CC2)C#N)C=C1)F)C ((4-(2-((1-(1-(cyclopropanecarbonyl)piperidin-4-yl)-1H-pyrazol-4-yl)amino)-5-methylpyrimidin-4-yl)-2-fluorophenoxy)methyl)cyclopropanecarbonitrile